(4-hydroxy-3-methoxy-phenyl)-acrylic acid-(docosahexenoyl-5-pentanoylamino) ester C(C=CC=CC=CC=CC=CC=CCCCCCCCCC)(=O)N(C(CCCC)=O)OC(C(=C)C1=CC(=C(C=C1)O)OC)=O